(4S)-4-[(1R)-2-Azido-1-(benzyloxy)ethyl]-2,2-dimethyl-1,3-dioxolane N(=[N+]=[N-])C[C@@H](OCC1=CC=CC=C1)[C@H]1OC(OC1)(C)C